N-(2-fluoroethyl)-2-methoxy-acetamide FCCNC(COC)=O